3-(Benzo[d]thiazol-2-yl)-2-(3-(isopropylamino)azetidine-1-carboxamido)-4,7-dihydrothieno[2,3-c]pyridine-6(5H)-carboxylic acid benzyl ester C(C1=CC=CC=C1)OC(=O)N1CC2=C(CC1)C(=C(S2)NC(=O)N2CC(C2)NC(C)C)C=2SC1=C(N2)C=CC=C1